C(=CC)[Si](OC)(OC)CCCCCCCCCCCCCCCCCC propenyl-octadecyldimethoxysilane